ClC1=NN(N=C1)C=1C=C(N)C=CC1C(F)(F)F 3-(4-chloro-2H-1,2,3-triazol-2-yl)-4-(trifluoromethyl)aniline